OC1(CC(C1)C(=O)N1CC2(C1)CCC(CC2)OC2=CC(=CC(=C2)C)OC)C ((1s,3s)-3-hydroxy-3-methylcyclobutyl)(7-(3-methoxy-5-methylphenoxy)-2-azaspiro[3.5]non-2-yl)methanone